FC1=CC=CC=2OCCCOC=3C(=CC=C(C4=NNC5=CN=C(C12)C=C45)C3)N3[C@@H]4CN([C@H](C3)C4)C 16-fluoro-5-[(1S,4S)-5-methyl-2,5-diazabicyclo[2.2.1]heptan-2-yl]-7,11-dioxa-19,22,23-triazapentacyclo[16.5.2.12,6.012,17.021,24]hexacosa-1(23),2,4,6(26),12(17),13,15,18,20,24-decaene